8,8'-((((1R,2S)-2-hydroxycyclohex-yl)methyl)azanedi-yl)bis(N,N-didec-yloctanamide) O[C@@H]1[C@H](CCCC1)CN(CCCCCCCC(=O)N(CCCCCCCCCC)CCCCCCCCCC)CCCCCCCC(=O)N(CCCCCCCCCC)CCCCCCCCCC